CS(=O)(=O)OC1CC(N(CC1)C(=O)OC(C)(C)C)=O tert-Butyl 4-(methylsulfonyloxy)-2-oxopiperidine-1-carboxylate